S1C=NC(=C1)C1=CC=2N(C=C1)C(=CN2)C(=O)O 7-thiazol-4-ylimidazo[1,2-a]pyridine-3-carboxylic acid